6-tert-butyl-10-methoxy-9-(2-methylpyridin-4-yl)-2-oxo-6,7-dihydro-2H-pyrido[2,1-a]isoquinoline-3-carboxylic acid C(C)(C)(C)C1N2C(C3=CC(=C(C=C3C1)C1=CC(=NC=C1)C)OC)=CC(C(=C2)C(=O)O)=O